O1CCC(CC1)NC=1C=CC=2N(N1)C(=CN2)C=2C=C(C=CC2)NC(C)=O N-[3-[6-(tetrahydropyran-4-ylamino)imidazo[1,2-b]pyridazin-3-yl]phenyl]acetamide